CN1N=CC=C1CCO 2-(1-methyl-1H-pyrazol-5-yl)ethan-1-ol